2-amino-7-(cyclopropylmethyl)-9-((2R,3S,4R,5R)-4-fluoro-3-hydroxy-5-((S)-1-hydroxypropyl)tetrahydrofuran-2-yl)-7,9-dihydro-1H-purine-6,8-dione NC=1NC(C=2N(C(N(C2N1)[C@@H]1O[C@@H]([C@@H]([C@H]1O)F)[C@H](CC)O)=O)CC1CC1)=O